3-amino-N-((3-fluoropyridin-2-yl)methyl)-6-(imidazo[1,2-a]pyridin-6-yl)-5-(oxazol-2-yl)pyrazine-2-carboxamide NC=1C(=NC(=C(N1)C=1OC=CN1)C=1C=CC=2N(C1)C=CN2)C(=O)NCC2=NC=CC=C2F